The molecule is a fourteen-membered macrocyclic diterpene consisting of 12-isopropylidene-1,5,9-trimethylcyclotetradecane having three endocyclic double bonds located at positions 1, 5 and 9. It has a role as a bacterial metabolite. It is a diterpene, a macrocycle and a cycloalkatriene. It derives from a hydride of a cembrane. C/C/1=C\\CC/C(=C/CC(=C(C)C)CC/C(=C/CC1)/C)/C